α-ethyl-3,4-methylenedioxy-phenethylamine C(C)C(CC1=CC2=C(C=C1)OCO2)N